cyclohexanone peroxydicarbonate C(=O)(O)OOC(=O)O.C1(CCCCC1)=O